2-{4-[(2-fluoroethyl)(1,3-oxazol-5-ylmethyl)amino]piperidin-1-yl}-6-azaspiro[3.4]octane-6-carboxylic acid ethyl ester C(C)OC(=O)N1CC2(CC(C2)N2CCC(CC2)N(CC2=CN=CO2)CCF)CC1